(S)-2-((1-(3,6-dimethyl-2-(2-methyl-2H-indazol-5-yl)-4-oxo-4H-chromen-8-yl)ethyl)amino)benzoic acid CC1=C(OC2=C(C=C(C=C2C1=O)C)[C@H](C)NC1=C(C(=O)O)C=CC=C1)C1=CC2=CN(N=C2C=C1)C